FC=1C=C2CC3=C(N=C(NC3=S)C=3C=C4C=CC=NC4=CC3)OC2=C(C1)F 7,9-difluoro-2-(quinolin-6-yl)-3,5-dihydro-4H-chromeno[2,3-d]pyrimidine-4-thione